OC[C@@H]1[C@H]([C@@H]([C@H](OC1OC1=C2C=CC(OC2=CC(=C1)CCCC=C)(CCC=C(C)C)C)O)O)O (2S,3S,4R,5R)-5-(hydroxymethyl)-6-{[2-methyl-2-(4-methylpent-3-en-1-yl)-7-(pent-4-en-1-yl)-2H-chromen-5-yl]oxy}oxane-2,3,4-triol